(R)-8-bromo-9-fluoro-3-methyl-1H-pyrazolo[1,5,4-de]quinoxalin-2(3H)-one BrC=1C=C2C=3N([C@@H](C(NC3C1F)=O)C)N=C2